tert-butyl (2S,4S)-2-(4-chlorobenzyl)-4-hydroxypiperidine-1-carboxylate ClC1=CC=C(C[C@@H]2N(CC[C@@H](C2)O)C(=O)OC(C)(C)C)C=C1